C12COCC(CNC1)N2C=2SC1=C(N2)C=CC(=C1)C(=O)NC1CCCC1 2-(3-oxa-7,9-diaza-bicyclo-[3.3.1]nonan-9-yl)-N-cyclopentyl-benzo[d]thiazole-6-carboxamide